3-fluoro-2-methyl-2-(2H-1,2,3-triazol-2-yl)propanoic acid FCC(C(=O)O)(N1N=CC=N1)C